O1CCN(CC1)C=1C2=C(N=C(N1)N/N=C/C=1C=C(C=CC1)C)N=C(C2)C2=CC=NC=C2 4-morpholino-N-[(E)-m-tolylmethyleneamino]-6-(4-pyridyl)-5H-pyrrolo[2,3-d]pyrimidin-2-amine